N-(8-(methylamino)-5-(pyrimidin-4-yl)-2,7-naphthyridin-3-yl)cyclopropanecarboxamide CNC=1N=CC(=C2C=C(N=CC12)NC(=O)C1CC1)C1=NC=NC=C1